3-(6-(3-(4-(6-(6-((R)-2-(3-fluorophenyl)pyrrolidin-1-yl)imidazo[1,2-b]pyridazin-3-yl)pyridin-2-yl)piperazin-1-yl)propoxy)-1-methyl-1H-indazol-3-yl)piperidine-2,6-dione FC=1C=C(C=CC1)[C@@H]1N(CCC1)C=1C=CC=2N(N1)C(=CN2)C2=CC=CC(=N2)N2CCN(CC2)CCCOC2=CC=C1C(=NN(C1=C2)C)C2C(NC(CC2)=O)=O